COC1=CC=C(C=C1)C1=C(C=CC=2C3=CC=C(C=C3C3(C12)C1=CC=CC=C1NC=1C=CC=CC13)N)N (4-methoxyphenyl)-10H-spiro[acridine-9,9'-fluorene]-2',7'-diamine